3-[1-oxo-5-[(3S)-pyrrolidin-3-yl]oxy-isoindolin-2-yl]piperidine-2,6-dione O=C1N(CC2=CC(=CC=C12)O[C@@H]1CNCC1)C1C(NC(CC1)=O)=O